COC(=O)[C@@H]1NC(CC1)=O.N1[C@H](CCC1)C(=O)O (R)-pyrrolidine-2-carboxylic acid methyl-(R)-5-oxopyrrolidine-2-carboxylate